(1S,2S,3S,6R)-6-((2-(4,4-difluorocyclohexyl)ethyl)amino)-4-(fluoromethyl)cyclohex-4-ene-1,2,3-triol FC1(CCC(CC1)CCN[C@@H]1C=C([C@@H]([C@@H]([C@H]1O)O)O)CF)F